perfluoro octylsulfonate C(CCCCCCC)S(=O)(=O)OF